((6-(difluoromethoxy)-2-(2,2'-dimethyl-3'-(5-(4,4,4-trifluorobutyl)-4,5,6,7-tetrahydrooxazolo[4,5-c]pyridin-2-yl)-[1,1'-biphenyl]-3-yl)benzo[d]oxazol-5-yl)methyl)proline FC(OC1=CC2=C(N=C(O2)C=2C(=C(C=CC2)C2=C(C(=CC=C2)C=2OC3=C(CN(CC3)CCCC(F)(F)F)N2)C)C)C=C1CN1[C@@H](CCC1)C(=O)O)F